N-(6-methoxy-1,2,3,4-tetrahydroisoquinolin-7-yl)-7-[5-(morpholin-4-yl)pyridin-3-yl]quinazolin COC=1C=C2CCNCC2=CC1N1CN=CC2=CC=C(C=C12)C=1C=NC=C(C1)N1CCOCC1